OCC(CCCC)=O alpha-hydroxyhexanone